C(CCC)C1OC(C2=CC(=CC=C12)NCC=1C=C(C=CC1)NC(C)=N)=O N-(3-(((1-butyl-3-oxo-1,3-dihydroisobenzofuran-5-yl)amino)methyl)phenyl)acetamidine